BrC(C(=O)OC)CO methyl 2-bromo-3-hydroxypropanoate